[Na].C(C)N1CCC(CC1)N(S(=O)(=O)NC(=O)NC1=C2CCCC2=CC=2CCCC12)C=1C=NN(C1)C 1-[(1-ethylpiperidin-4-yl)(1-methyl-1H-pyrazol-4-yl)sulfamoyl]-3-(1,2,3,5,6,7-hexahydro-s-indacen-4-yl)urea sodium salt